5-Chloro-2-(N-ethylcarbamoyl)-3-pyridinyl 3-[4-(4-chlorothiazol-2-yl)-1H-1,2,3-triazol-1-yl]-3-deoxy-2-O-methyl-1-thio-α-D-galactopyranoside ClC=1N=C(SC1)C=1N=NN(C1)[C@@H]1[C@H]([C@@H](SC=2C(=NC=C(C2)Cl)C(NCC)=O)O[C@@H]([C@@H]1O)CO)OC